C1(CCCCCC1)N(C)C(C)(C)C N-cycloheptyl-t-butylmethylamine